C(N)(=O)C1=CC=C(C=C1)C1=C(C(=C(C(=C1C1=CC=C(C=C1)C(N)=O)C1=CC=C(C=C1)C(N)=O)C1=CC=C(C=C1)C(N)=O)C1=CC=C(C=C1)C(N)=O)C1=CC=C(C=C1)C(N)=O hexa-(4-carbamoylphenyl)benzene